7-methoxy-5-((5-methyl-1H-pyrazol-3-yl)amino)-3H-imidazo[4,5-b]pyridine COC1=C2C(=NC(=C1)NC1=NNC(=C1)C)NC=N2